4-(7-fluoro-1H-pyrazolo[4,3-c]pyridin-4-yl)-N-(4-hydroxybicyclo[2.2.2]oct-1-yl)benzamide FC=1C2=C(C(=NC1)C1=CC=C(C(=O)NC34CCC(CC3)(CC4)O)C=C1)C=NN2